9-Chloro-7-(1-methyl-1H-imidazol-2-yl)-5H-benzo[c]pyrimido[4,5-e]azepin ClC=1C=CC2=C(C(=NCC3=C2N=CN=C3)C=3N(C=CN3)C)C1